[Na].O=C1C=CN=C2N1[C@@H](CC2)C(=O)O (S)-4-oxo-4,6,7,8-tetrahydropyrrolo[1,2-a]pyrimidine-6-carboxylic acid sodium